N-[3-[[2,3-dihydro-2-oxo-3-(1H-pyrrol-2-ylmethylene)-1H-indol-6-yl]amino]-4-methylphenyl]-N'-[2-fluoro-5-(trifluoromethyl)phenyl]-urea O=C1NC2=CC(=CC=C2C1=CC=1NC=CC1)NC=1C=C(C=CC1C)NC(=O)NC1=C(C=CC(=C1)C(F)(F)F)F